di(4-methylphenyl)iodonium CC1=CC=C(C=C1)[I+]C1=CC=C(C=C1)C